4-amino-1,3-dihydrofuro[3,4-c]quinoline-8-carboxylic acid NC1=NC=2C=CC(=CC2C2=C1COC2)C(=O)O